6-chloro-1-(2,6-diisopropylphenyl)-4-((2S,5R)-2,5-dimethylpiperazin-1-yl)-7-(2-fluorophenyl)pyrido[2,3-d]pyrimidin ClC1=CC2=C(N(CN=C2N2[C@H](CN[C@@H](C2)C)C)C2=C(C=CC=C2C(C)C)C(C)C)N=C1C1=C(C=CC=C1)F